5-cyclopentyl-2-[2-[(1-methyl-1,2,3,4-tetrazol-5-yl)sulfanyl]-5-nitrobenzamido]benzamide hydrochloride Cl.C1(CCCC1)C=1C=CC(=C(C(=O)N)C1)NC(C1=C(C=CC(=C1)[N+](=O)[O-])SC1=NN=NN1C)=O